Chloro-N-(5-fluoropyrimidin-4-yl)acetamide ClCC(=O)NC1=NC=NC=C1F